[2H]C(C(Cl)(Cl)[2H])(Cl)Cl 1,2-dideutero-1,1,2,2-tetrachloroethane